CN1C(=NC=2C1=NC(=CC2N2CCOCC2)N2N=C(C=C2)C=2C=C(C=CC2)C)CN2CCC(CC2)C(C)(C)O 2-(1-((3-methyl-7-morpholino-5-(3-(m-tolyl)-1H-pyrazol-1-yl)-3H-imidazo[4,5-b]pyridin-2-yl)methyl)piperidin-4-yl)propan-2-ol